O1CCN(CC1)C1=NC(=NC(=N1)N1CCOCC1)C=1C=CC2=C(N=C(O2)NC(C)=O)C1 N-(5-(4,6-dimorpholino-1,3,5-triazin-2-yl)benzo[d]oxazol-2-yl)acetamide